C(C1=CC=CC=C1)N(C(C)=O)C1=CC(=CC=C1)COC(CCNC)C1=CC=CC=C1 N-benzyl-N-(3-((3-(methylamino)-1-phenylpropoxy)methyl)phenyl)acetamide